5-[4-(3-hydroxy-3-methyl-butoxy)phenoxy]imidazo[1,5-a]pyridine-7-carbohydrazide OC(CCOC1=CC=C(OC2=CC(=CC=3N2C=NC3)C(=O)NN)C=C1)(C)C